methyl 4-chlorocinnoline-8-carboxylate ClC1=CN=NC2=C(C=CC=C12)C(=O)OC